ClC1=CC(=C(C=C1)SCC1=CC=CC(=N1)OC1CCN(CC1)CC1=NC2=C(N1C[C@H]1OCC1)C=C(C=C2)C(=O)O)F (S)-2-((4-((6-((4-chloro-2-fluorophenylthio)methyl)pyridin-2-yl)oxy)piperidine-1-yl)methyl)-1-(oxetan-2-ylmethyl)-1H-benzo[d]imidazole-6-carboxylic acid